(1R,2R,3S,4R,5S)-4-(5-chloro-7-((2,2-difluoroethyl)amino)-6-methyl-3H-imidazo[4,5-b]pyridin-3-yl)bicyclo[3.1.0]hexane-2,3-diol ClC1=C(C(=C2C(=N1)N(C=N2)[C@H]2[C@@H]([C@@H]([C@@H]1C[C@H]21)O)O)NCC(F)F)C